1-(3-Chloro-phenyl)ethan-1-one ClC=1C=C(C=CC1)C(C)=O